FC(OC1=CC=C(CN2N=C(C3=CC=CC=C23)C(=O)NS(=O)(=O)C2=CC=C(C)C=C2)C=C1)F 1-(4-(difluoromethoxy)benzyl)-N-tosyl-1H-indazole-3-carboxamide